C1(=CC=CC=C1)C1C2(C(C(C(C1)(C2(C)C)CS(=O)(=O)[O-])=O)(S(=O)(=O)O)C2=CC=CC=C2)C2=CC=CC=C2 triphenylsulfocamphorsulfonate